tert-butyl-6-fluoro-4-((methylamino)methyl)-3,4-Dihydroisoquinoline-2(1H)-carboxylate C(C)(C)(C)OC(=O)N1CC2=CC=C(C=C2C(C1)CNC)F